OC(C(=O)N1CC2=C(N=C(NC2=O)C2(CC2)C2=CC=CC=C2)CC1)C1=CC=CC(=N1)C1=CC(=NC=C1)C(F)(F)F 6-(2-hydroxy-2-(2'-(trifluoromethyl)-[2,4'-bipyridin]-6-yl)acetyl)-2-(1-phenylcyclopropyl)-5,6,7,8-tetrahydropyrido[4,3-d]pyrimidin-4(3H)-one